(R)-4-(2-(dimethylamino)-N-methylacetamido)-3-(4-methylphenyl)-N-((R)-1-(6-(trifluoromethyl)pyridin-3-yl)ethyl)-4,5-dihydro-1H-pyrazole-1-carboxamide CN(CC(=O)N(C)[C@H]1C(=NN(C1)C(=O)N[C@H](C)C=1C=NC(=CC1)C(F)(F)F)C1=CC=C(C=C1)C)C